tert-butyl 3-((3-((4-(ethylthio)-2,6-dioxo-5-(2,4,5-trifluorobenzyl)-5,6-dihydro-1,3,5-triazin-1(2H)-yl)methyl)-1H-1,2,4-triazol-1-yl)methyl)benzoate C(C)SC1=NC(N(C(N1CC1=C(C=C(C(=C1)F)F)F)=O)CC1=NN(C=N1)CC=1C=C(C(=O)OC(C)(C)C)C=CC1)=O